8-bromo-1-(4-(4-(2-hydroxyethyl)piperazin-1-yl)-3-(trifluoromethyl)phenyl)-1,3-dihydro-2H-imidazo[4,5-c]quinolin-2-one BrC1=CC=2C3=C(C=NC2C=C1)NC(N3C3=CC(=C(C=C3)N3CCN(CC3)CCO)C(F)(F)F)=O